5-(6-(5-Thioxo-4,5-dihydro-1,2,4-oxadiazol-3-yl)pyridin-2-yl)-1,5-dihydro-2H-naphtho[1,2-b][1,4]diazepine-2,4(3H)-dione triethylamine salt C(C)N(CC)CC.S=C1NC(=NO1)C1=CC=CC(=N1)N1C2=C(NC(CC1=O)=O)C1=CC=CC=C1C=C2